6-((4-((2-Cyclopropyl-4-phenylthiazol-5-yl)oxy)pyridin-2-yl)amino)pyridinecarboxamide C1(CC1)C=1SC(=C(N1)C1=CC=CC=C1)OC1=CC(=NC=C1)NC1=CC=CC(=N1)C(=O)N